(1H-pyrrolo[2,3-c]pyridin-4-yl)boronic acid N1C=CC=2C1=CN=CC2B(O)O